C(O)([O-])=O.[Rb+] RUBIDIUM HYDROGEN CARBONATE